6-(trifluorometh-yl)pyridazine-3-carbaldehyde FC(C1=CC=C(N=N1)C=O)(F)F